1,3-bis(2,4-difluorophenyl)-4-(furan-3-yl)-N-(5-hydroxy-4,4-dimethylpentyl)-5-methyl-4,5-dihydro-1H-pyrazole-5-carboxamide FC1=C(C=CC(=C1)F)N1N=C(C(C1(C(=O)NCCCC(CO)(C)C)C)C1=COC=C1)C1=C(C=C(C=C1)F)F